(E)-2-isopropyl-5-styrylpyridin-3-ol C(C)(C)C1=NC=C(C=C1O)\C=C\C1=CC=CC=C1